6-(2,3-dihydro-1H-pyrrolo[3,2-c]pyridin-1-yl)-2-(6-methylpyridin-2-yl)-9H-purine N1(CCC=2C=NC=CC21)C2=C1N=CNC1=NC(=N2)C2=NC(=CC=C2)C